O=C1NC(CCC1C1=NN(C2=CC(=CC=C12)/C=C/C(=O)OC(C)(C)C)C)=O tert-butyl (E)-3-[3-(2,6-dioxo-3-piperidyl)-1-methyl-indazol-6-yl]prop-2-enoate